FC1=C2C=CN(C2=CC(=C1)F)C=1C=C2C(=CC=NC2=CC1)C(=O)O 6-(4,6-difluoro-1H-indol-1-yl)quinoline-4-carboxylic acid